N-((2-((4,4-difluorocyclohexyl)amino)-6-(4-(hydroxymethyl)thiazol-2-yl)pyridin-4-yl)methyl)acetamide FC1(CCC(CC1)NC1=NC(=CC(=C1)CNC(C)=O)C=1SC=C(N1)CO)F